((3S,4S)-8-(5-bromo-3-formyl-6-methylpyrazin-2-yl)-3-methyl-2-oxa-8-azaspiro[4.5]Dec-4-yl)carbamic acid tert-butyl ester C(C)(C)(C)OC(N[C@@H]1[C@@H](OCC12CCN(CC2)C2=NC(=C(N=C2C=O)Br)C)C)=O